diphenyliodonium chloride salt [Cl-].C1(=CC=CC=C1)[I+]C1=CC=CC=C1